FC(C(=O)O)(F)F.ClC=1C=C2C=CN(C2=C(C1)C1=C2C(=NC=C1)C=C(S2)CN2C(C1=NC=CC=C1C2=O)=O)CC2(CCNCC2)C#N 4-((5-Chloro-7-(2-((5,7-dioxo-5,7-dihydro-6H-pyrrolo[3,4-b]pyridin-6-yl)methyl)thieno[3,2-b]pyridin-7-yl)-1H-indol-1-yl)methyl)piperidine-4-carbonitrile trifluoroacetate